(Z)-dodecane-9-en-1-ol C(CCCCCCC\C=C/CC)O